OC1=C(C=C(C=C1)CC(=O)[O-])OC 2-(4-hydroxy-3-methoxy-phenyl)acetate